1-acetyl-6'-chlorospiro[azetidine-3,3'-indolin]-2'-one C(C)(=O)N1CC2(C(NC3=CC(=CC=C23)Cl)=O)C1